(2-methyl-1,3-benzoxazol-5-yl)methanamine CC=1OC2=C(N1)C=C(C=C2)CN